FC(CCOC(C=C)=O)(C(C(C(C(C(F)(F)F)(F)F)(F)F)(F)F)(F)F)F.ClC(C(=O)O)=C 2-chloroacrylic acid (3,3,4,4,5,5,6,6,7,7,8,8,8-tridecafluorooctyl)acrylate